C[C@H]1CCC(NC1)C1=CSC=C1 |r| rac-(5S)-5-Methyl-2-(3-thienyl)piperidine